2-(4-Fluorophenyl)-1-(4-methoxyphenyl)-2,11-dihydroimidazo[1',5':1,2]pyrido[3,4-b]indol-4-ium FC1=CC=C(C=C1)N1C=[N+]2C(C=3NC4=CC=CC=C4C3C=C2)=C1C1=CC=C(C=C1)OC